6-((5-Methyl-3-(6-methylpyridazin-3-yl)isoxazol-4-yl)methoxy)-N-(tetrahydro-2H-pyran-4-yl)pyridazin-3-carboxamid CC1=C(C(=NO1)C=1N=NC(=CC1)C)COC1=CC=C(N=N1)C(=O)NC1CCOCC1